FC1=CC(=CC=2N(C(=NC21)C)C(C)C)C2=CNC=1N=C(N=CC12)NCC1(CCCCC1)F 5-(4-fluoro-1-isopropyl-2-methyl-1H-benzo[d]imidazol-6-yl)-N-((1-fluorocyclohexyl)methyl)-7H-pyrrolo[2,3-d]pyrimidin-2-amine